1-[5-fluoro-1-methyl-6-(4-trimethylsilyloxycyclohex-3-en-1-yl)indazol-3-yl]hexahydropyrimidine-2,4-dione FC=1C=C2C(=NN(C2=CC1C1CC=C(CC1)O[Si](C)(C)C)C)N1C(NC(CC1)=O)=O